carbonic acid monophenolate sodium salt [Na+].C1(=CC=CC=C1)[O-].C(O)(O)=O